ClC=1C=CC2=C(N=C(N=C2N2C[C@@H](N(CC2)C(=O)[O-])CC#N)OC[C@H]2N(CCC2)C)N1 (S)-4-(7-chloro-2-(((S)-1-methylpyrrolidin-2-yl)methoxy)pyrido[2,3-d]pyrimidin-4-yl)-2-(cyanomethyl)piperazine-1-carboxylate